2-(r-morpholino)ethanesulfonic acid O1CCN(CC1)CCS(=O)(=O)O